FC1=CC2=C(C(=NC3=C(O2)C=C(C=C3)C)N3CCN(CC3)CC(C(=O)O)(C)C)C=C1 3-(4-(3-fluoro-7-methyldibenzo[b,f][1,4]oxazepin-11-yl)piperazin-1-yl)-2,2-dimethylpropionic acid